C(C)(=O)C=1C=C(NC1)C(=O)NC1=C(C=CC=C1)Cl 4-acetyl-N-(2-chlorophenyl)-1H-pyrrole-2-carboxamide